3,4-difluoro-N-[1-[1-[3-(hydroxyamino)-1-(2-naphthylmethyl)-3-oxo-propyl]triazol-4-yl]ethyl]benzamide FC=1C=C(C(=O)NC(C)C=2N=NN(C2)C(CC(=O)NO)CC2=CC3=CC=CC=C3C=C2)C=CC1F